C1(CCC1)C(=C)C1=C(C=2CCCC2C=C1)N 5-(1-Cyclobutylvinyl)-2,3-dihydro-1H-inden-4-amine